4-Bromo-1-(1-(3-chlorophenyl)-2-(dimethylamino)ethyl)pyridin-2(1H)-one BrC1=CC(N(C=C1)C(CN(C)C)C1=CC(=CC=C1)Cl)=O